2-[1-[1-(2,6-dioxo-3-piperidyl)indol-4-yl]-4-hydroxy-4-piperidyl]acetic acid O=C1NC(CCC1N1C=CC2=C(C=CC=C12)N1CCC(CC1)(O)CC(=O)O)=O